2-([2-fluoro-5-[2-(trifluoromethyl)pyrimidin-5-yl]phenyl]methyl)-2,3-dihydro-1H-isoindole-1,3-dione FC1=C(C=C(C=C1)C=1C=NC(=NC1)C(F)(F)F)CN1C(C2=CC=CC=C2C1=O)=O